NC1=NC=CC=C1S(=O)(=O)NC(=O)C=1C(=NC(=CC1)C=1C=NC(=CC1)OC(C)C)N1C(C[C@@H](C1)C)(C)C N-[(2-Amino-3-pyridyl)sulfonyl]-6-(6-isopropoxy-3-pyridyl)-2-[(4S)-2,2,4-trimethylpyrrolidin-1-yl]pyridin-3-carboxamid